C(C)(=O)ON(CCN(OC(C)=O)OC(C)=O)OC(C)=O.[Na].[Na].[Mn] manganese disodium ethylenediamine tetraacetate